(2S)-2-[9H-fluoren-9-ylmethoxycarbonyl(propyl)amino]-3-(p-tolyl)propanoic acid C1=CC=CC=2C3=CC=CC=C3C(C12)COC(=O)N([C@H](C(=O)O)CC1=CC=C(C=C1)C)CCC